NCC1(CCCCC1)CC(=O)OC1=C2C(=CNC2=CC=C1)C[C@@H]1N(CCC1)C([2H])([2H])[2H] (R)-3-((1-(methyl-d3)pyrrolidin-2-yl)methyl)-1H-indol-4-yl 2-(1-(aminomethyl)cyclohexyl)-acetate